FC(C(=O)[O-])(F)F.C(CC)[N+](C)(C)C propyltrimethyl-ammonium trifluoroacetate